ClC=1C=C2C=C(NC2=CC1)C(=O)NNC(/C=C/C=1CN(C=CC1)CCCCCC)=O (E)-3-(3-(2-(5-chloro-1H-indole-2-carbonyl)hydrazino)-3-oxoprop-1-en-1-yl)-1-hexylpyridine